N=1C(=CC2=CCC=CC12)C#N 5H-indolenitrile